C(=O)O.C(C)N(C(C1=C(C=CC(=C1)F)OC1=C(N=CN=N1)N1CC2(CN(C2)[C@@H](C(C)C)CCCNC[C@H](COC)O)CC1)=O)C(C)C N-ethyl-5-fluoro-2-((5-(2-((R)-6-(((R)-2-hydroxy-3-methoxypropyl)amino)-2-methylhex-3-yl)-2,6-diazaspiro[3.4]oct-6-yl)-1,2,4-triazin-6-yl)oxy)-N-isopropylbenzamide formate